3-(((2-methylpyridin-4-yl)methoxy)methyl)-4,5-dihydroisoxazole CC1=NC=CC(=C1)COCC1=NOCC1